P(=O)(=O)C(C(=O)O)C.OC=1C=C(C=CC1)[Na] 3-hydroxyphenyl-sodium phosphopropionate